rac-(1R,2R,3S,3aR,8bS)-methyl 6-(2,3-dihydroxypropoxy)-1,8b-dihydroxy-8-methoxy-3a-(4-methoxyphenyl)-3-phenyl-2,3,3a,8b-tetrahydro-1H-cyclopenta[b]benzofuran-2-carboxylate OC(COC1=CC2=C([C@]3([C@@](O2)([C@@H]([C@H]([C@H]3O)C(=O)OC)C3=CC=CC=C3)C3=CC=C(C=C3)OC)O)C(=C1)OC)CO |r|